C1=NC=CC2=CC=CC(=C12)C1(CC1)N 1-(Isoquinolin-8-yl)cyclopropanamine